5-Amino-3-(7-((5-fluoro-2-methoxybenzamido)methyl)-1H-indazol-4-yl)-1-(1,1,1-trifluoropropan-2-yl)-1H-pyrazole-4-carboxamide NC1=C(C(=NN1C(C(F)(F)F)C)C1=C2C=NNC2=C(C=C1)CNC(C1=C(C=CC(=C1)F)OC)=O)C(=O)N